stannous chloride di-hydrate O.O.[Sn](Cl)Cl